F[C@@H]1CNC[C@H]1F (3R,4R)-3,4-difluoropyrrolidine